C(N)(=O)C1=C(C=CC=C1Cl)N1C(C2(C3=CC=C(C=C13)C1CCN(CC1)C(=O)OC(C)(C)C)CC(C2)OC2OCCCC2)=O tert-butyl 4-(1'-(2-carbamoyl-3-chlorophenyl)-2'-oxo-3-((tetrahydro-2H-pyran-2-yl)oxy)spiro[cyclobutane-1,3'-indolin]-6'-yl)piperidine-1-carboxylate